C1(=CC=CC=C1)C1=NC(=NC(=N1)C1=CC=CC=C1)C1=C(C=CC(=C1)C1=CC=CC=C1)C1=CC(=CC=C1C1=NC(=NC(=N1)C1=CC=CC=C1)C1=CC=CC=C1)C#N 2',6-bis(4,6-diphenyl-1,3,5-triazin-2-yl)-[1,1':4',1''-terphenyl]-3-carbonitrile